C(C)NC(C)C1=NC=NN1C1=NC=CC=N1 N-ethyl-1-[1-(pyrimidin-2-yl)-1H-1,2,4-triazol-5-yl]Ethylamine